COC([C@H](C[C@H]1C(NCC1)=O)NC([C@H](CC(C)C)NC(=O)OC(C(C)(C)C1=CC(=CC=C1)Cl)C1=CC=CC=C1)=O)=O.ClCC1=CC=C(C=C1)CCl 1,4-dichloromethyl-benzene methyl-(2S)-2-((2S)-2-(((2-(3-chlorophenyl)-2-methyl-1-phenylpropoxy)carbonyl)amino)-4-methylpentanamido)-3-((S)-2-oxopyrrolidin-3-yl)propanoate